[3-Methoxy-5-(tetramethyl-1,3,2-dioxaborolan-2-yl)phenyl]methanol COC=1C=C(C=C(C1)B1OC(C(O1)(C)C)(C)C)CO